N[C@@H]1C2=CC=CC=C2CC12CCN(CC2)C=2NC(C1=C(N2)NN=C1C(=C)C1=C(C#N)C=CC=C1)=O (S)-2-(1-(6-(1-amino-1,3-dihydro-spiro[indene-2,4'-piperidin]-1'-yl)-4-oxo-4,5-dihydro-1H-pyrazolo[3,4-d]pyrimidin-3-yl)vinyl)benzonitrile